1-[3-[[2-[(2-Acetyl-6-chloro-3,4-dihydro-1H-isoquinolin-7-yl)amino]-5-(trifluoromethyl)pyrimidin-4-yl]amino]propyl]piperidin-2-one C(C)(=O)N1CC2=CC(=C(C=C2CC1)Cl)NC1=NC=C(C(=N1)NCCCN1C(CCCC1)=O)C(F)(F)F